5,5',6,6'-tetramethyl-3,3'-di-tert-butyl-1,1'-biphenyl-2,2'-diol selenium [Se].CC1=CC(=C(C(=C1C)C=1C(=C(C=C(C1C)C)C(C)(C)C)O)O)C(C)(C)C